piperazine adipate C(CCCCC(=O)O)(=O)O.N1CCNCC1